BrC1=C(OC=2C=C(C(=O)OCC)C=CC2)C=CC(=C1)[N+](=O)[O-] Ethyl 3-(2-bromo-4-nitrophenoxy)benzoate